O1CCC12CN(CC2)S(=O)(=O)C=2C=CC(=C(C2)C2=CN=C1C(=NC=NN12)N)C 7-(5-((1-Oxa-6-azaspiro[3.4]octan-6-yl)sulfonyl)-2-methylphenyl)imidazo[2,1-f][1,2,4]triazin-4-amine